2-butoxy-1,2-diphenylethanone C(CCC)OC(C(=O)C1=CC=CC=C1)C1=CC=CC=C1